Tert-butyl 4-(4-(3-benzyl-1-((1r,4r)-4-(quinazolin-2-ylamino)cyclohexyl)ureido)phenyl)piperazine-1-carboxylate C(C1=CC=CC=C1)NC(N(C1CCC(CC1)NC1=NC2=CC=CC=C2C=N1)C1=CC=C(C=C1)N1CCN(CC1)C(=O)OC(C)(C)C)=O